BrC=1N=C2C(=NC1)NC=C2C=2CCN(CC2)C(=O)OC(C)(C)C tertbutyl 4-(2-bromo-5H-pyrrolo[2,3-b]pyrazin-7-yl)-3,6-dihydro-2H-pyridine-1-carboxylate